N,N-diethylpropynyl-ammonium C(C)[NH+](CC)C#CC